N-(5-((3-((4-fluoropyridin-2-yl)methyl)piperidin-1-yl)methyl)thiazol-2-yl)acetamide FC1=CC(=NC=C1)CC1CN(CCC1)CC1=CN=C(S1)NC(C)=O